NCC(C(=O)OCC)(C)C ethyl 3-amino-2,2-dimethylpropionate